FC=1C=C2C(=NN(C2=CC1F)C1OCCCC1)C=1C=C2C(CCN(C2=CN1)S(=O)(=O)C1=CC=C(C=C1)C)(C)C 6-[5,6-difluoro-1-(oxan-2-yl)indazol-3-yl]-4,4-dimethyl-1-(4-methylbenzenesulfonyl)-2,3-dihydro-1,7-naphthyridine